N1(N=NC=C1)C1=CC=C(C(=O)N2C(C2)C(=O)OC)C=C1 4-(1H-1,2,3-triazol-1-yl)benzoyl-2-carbomethoxyaziridine